ClCCCS(=O)(=O)NC1=CC(=C(OC2=CC=C(C=C2)CCC2CCN(CC2)C(=O)OC(C)(C)C)C=C1)C=1C2=C(C(N(C1)C)=O)NC=C2 tert-butyl 4-[2-[4-[4-(3-chloropropylsulfonylamino)-2-(6-methyl-7-oxo-1H-pyrrolo[2,3-c]pyridin-4-yl)phenoxy]phenyl]ethyl]piperidine-1-carboxylate